S-(2-iodobenzyl) thioacetate C(C)(=O)SCC1=C(C=CC=C1)I